methyl-4-carboxyethyl-carbonyloxyanthracene CC1=CC=C(C2=CC3=CC=CC=C3C=C12)OC(=O)CCC(=O)O